3-[4-[4-(Isopropylamino)-1-piperidyl]-3-methyl-2-oxo-benzimidazol-1-yl]piperidine-2,6-dione C(C)(C)NC1CCN(CC1)C1=CC=CC=2N(C(N(C21)C)=O)C2C(NC(CC2)=O)=O